C(C)(C)(C)OOC(=O)OCCCCCCOC(=O)OOC(C)(C)C 1,6-bis(tert-butyl-peroxycarbonyloxy)hexane